10-fluoro-14,17-dioxa-21-(2-hydroxyprop-2-yl)-3,4,20,30-tetraazahexacyclo[18.5.3.25,8.19,13.02,6.023,27]hentriaconta-1(25),2,5(31),6,8(30),9(29),10,12,23,26-decaene FC=1C=2C=3C=C4C(NN=C4C4=CC=C5CC(N(CCOCCOC(=CC1)C2)CC5=C4)C(C)(C)O)=CN3